O1C(=CC=C1)CC1OCCO1 2-(furan-2-ylmethyl)-1,3-dioxolane